FC1(C(C(C(C(C1(F)F)(F)F)(F)F)(F)F)(F)F)C(C(C(C(F)(F)F)(F)F)(F)F)(F)F 1,2,2,3,3,4,4,5,5,6,6-undecafluoro-1-(nonafluorobutyl)cyclohexane